N-(2-chlorophenyl)piperazine ClC1=C(C=CC=C1)N1CCNCC1